COC=1N=CC2=CC=CC=C2C1C(O)C1=C(C=CC2=CC=CC=C12)OC (3-methoxyisoquinolin-4-yl)(2-methoxynaphthalen-1-yl)methanol